COC=1C=C(C=C(C1)C(F)(F)F)NC1=NC=C(C(=N1)NC=1C=C(C2=C(NC(O2)=O)C1)C)C 5-(2-(3-methoxy-5-(trifluoromethyl)phenylamino)-5-methylpyrimidin-4-ylamino)-7-methylbenzo[d]oxazol-2(3H)-one